C(C1=CC=CC=C1)OC1=C2C(=CNC2=C(C=C1)C)C(C(=O)N(C)C(C)C)=O 2-[4-(benzyloxy)-7-methylindol-3-yl]-N-isopropyl-N-methylglyoxylamide